8-bromo-6,6-didecyl-6H-fluorene BrC1=CC(C=C2C=3C=CC=CC3C=C12)(CCCCCCCCCC)CCCCCCCCCC